5-(5-ethoxypyrazin-2-yl)-N-[[4-(1-fluorocyclopropanesulfonamido)pyridin-2-yl]methyl]pyridine-2-carboxamide C(C)OC=1N=CC(=NC1)C=1C=CC(=NC1)C(=O)NCC1=NC=CC(=C1)NS(=O)(=O)C1(CC1)F